C(C)O[Si](C=1OC=CC1)(C)C 2-(ethoxydimethylsilyl)furan